3-bromo-2-methyl-6-(3-methoxyphenyl)-2H-indazole BrC=1N(N=C2C=C(C=CC12)C1=CC(=CC=C1)OC)C